3-(2-thienyl)quinuclidin-3-ol S1C(=CC=C1)C1(CN2CCC1CC2)O